(S)-1-((S)-1-methylpyrrolidin-2-yl)-ethan-1-ol CN1[C@@H](CCC1)[C@H](C)O